tert-butyl (3R)-3-{1-[(4R)-4-benzyl-2-oxo-1,3-oxazolidin-3-yl]-1-oxopropan-2-yl}pyrrolidine-1-carboxylate C(C1=CC=CC=C1)[C@H]1N(C(OC1)=O)C(C(C)[C@@H]1CN(CC1)C(=O)OC(C)(C)C)=O